tert-butyl 7-(2-bromo-4-pyridyl)-3-oxa-9-azabicyclo[3.3.1]non-6-ene-9-carboxylate BrC1=NC=CC(=C1)C1=CC2COCC(C1)N2C(=O)OC(C)(C)C